6'-((1S,2S)-2-(6-chloroimidazo[1,2-b]pyridazin-8-yl)cyclopropyl)-1'-(2-cyclopropyl-2,2-difluoroethyl)spiro[cyclopropane-1,3'-indolin]-2'-one ClC=1C=C(C=2N(N1)C=CN2)[C@@H]2[C@H](C2)C2=CC=C1C3(C(N(C1=C2)CC(F)(F)C2CC2)=O)CC3